IC1=CN=C2N1C=CN=C2 3-iodoimidazo[1,2-a]pyrazin